OCC1=C(C=C(CC2N(CCN(C2)C=2C=C3CC(N(C(C3=C3C2C=CC=C3)=O)CCN3CCOCC3)=O)C(=O)O)C=C1)[N+](=O)[O-] 4-(hydroxymethyl)-3-nitrobenzyl-4-(2-(2-morpholinoethyl)-1,3-dioxo-2,3-dihydro-1H-benzisoquinolin-6-yl)piperazine-1-carboxylic acid